1-((S)-3-(4-amino-3-((2,6-difluoro-3,5-dimethoxyphenyl)ethynyl)-7-((S)-1-hydroxyethyl)-1H-pyrazolo[4,3-c]pyridin-1-yl)pyrrolidin-1-yl)prop-2-en-1-one NC1=NC=C(C2=C1C(=NN2[C@@H]2CN(CC2)C(C=C)=O)C#CC2=C(C(=CC(=C2F)OC)OC)F)[C@H](C)O